BrC1=CC(=NC2=CC=C(C=C12)C(=O)O)NC(C)(C)C 4-bromo-2-tert-butylaminoquinoline-6-carboxylic acid